CC1=CN=C(S1)C=1C=C2C=NC=NC2=CC1 6-(5-methylthiazol-2-yl)quinazolin